7-((trans)-4-((S)-3-methylpiperazin-1-yl)cyclohexyl)-5-(4-phenoxyphenyl)-7H-pyrrolo[2,3-d]pyrimidin-4-amine C[C@H]1CN(CCN1)[C@@H]1CC[C@H](CC1)N1C=C(C2=C1N=CN=C2N)C2=CC=C(C=C2)OC2=CC=CC=C2